rhodium(III) bis(hexafluoroantimonate) F[Sb-](F)(F)(F)(F)F.F[Sb-](F)(F)(F)(F)F.[Rh+3]